1-bromo-heptyl bromide BrC(CCCCCC)Br